C(C)(C)(CC)OOC(CC(=O)OCC)(C)OOC(C)(C)CC ethyl 3,3-di-(tert-pentylperoxy)-butyrate